Cl.C(C)N1C(=NC2=C1C(=CC=1C(C=C(OC12)C1CNCC1)=O)F)C(F)(F)F 3-ethyl-4-fluoro-8-(pyrrolidin-3-yl)-2-(trifluoromethyl)chromeno[7,8-d]imidazol-6(3H)-one hydrochloride